6-fluoro-3-(4-piperidinyl)-1,2-benzisoxazole FC1=CC2=C(C(=NO2)C2CCNCC2)C=C1